CN1C(=NC=C1)C1=CC=C(C=C1)CN (4-(1-methyl-1H-imidazol-2-yl)phenyl)methylamine